NC=1C2=C(N=CN1)N(C(=C2C2=CC=C(C=C2)OC=2C=C(C=CC2)C)C2=CC=C(C=C2)NC(C=C)=O)C N-(4-(4-amino-7-methyl-5-(4-(m-tolyloxy)phenyl)-7H-pyrrolo[2,3-d]pyrimidin-6-yl)phenyl)acrylamide